O=C1N(C(C=C1)=O)CCCCCC(=O)N[C@H](C(=O)O)C(C)C (S)-2-(6-(2,5-dioxo-2,5-dihydro-1H-pyrrol-1-yl)hexanamido)-3-methylbutanoic acid